N'-(4-cyanophenyl)-4-pyridinecarbohydrazide C(#N)C1=CC=C(C=C1)NNC(=O)C1=CC=NC=C1